N[C@H]1CS(C2=C(N(C1=O)CC1=CC=C(C=C1)Cl)C=C(C(=C2)F)C=2OC(=NN2)CC2CC(C2)(F)F)(=O)=O (3R)-3-Amino-5-[(4-chlorophenyl)methyl]-7-[5-[(3,3-difluorocyclobutyl)methyl]-1,3,4-oxadiazol-2-yl]-8-fluoro-1,1-dioxo-2,3-dihydro-1λ6,5-benzothiazepin-4-one